C(C)OC1=NC=CC=C1C1=CC(=C2C(=N1)C(=NN2C(C)C)C)NCC=2OC(=CN2)C 5-(2-ethoxy-3-pyridinyl)-1-isopropyl-3-methyl-N-[(5-methyl-oxazol-2-yl)methyl]pyrazolo[4,3-b]pyridin-7-amine